C[C@@H](CC(=O)O)[C@@H](C)S(=O)(=O)C1=NC=CC=N1 (3S,4R)-3-METHYL-4-(PYRIMIDIN-2-YLSULFONYL)PENTANOIC ACID